24-methylpentacosyl eicos-11-enoate C(CCCCCCCCCC=CCCCCCCCC)(=O)OCCCCCCCCCCCCCCCCCCCCCCCC(C)C